O=C1NC(CCC1N1C(C2=CC=C(C=C2C1=O)N1CCN(CC1)CC1CCN(CC1)C1=C(C=C(C=C1)NC=1N=C(N=NC1C(=O)N)N1CCCCC1)F)=O)=O 5-((4-(4-((4-(2-(2,6-dioxopiperidin-3-yl)-1,3-dioxoisoindolin-5-yl)piperazine-1-yl)methyl)piperidin-1-yl)-3-fluorophenyl)amino)-3-(piperidin-1-yl)-1,2,4-triazine-6-carboxamide